CSCCCCCCCCC nonyl methyl sulfide